1-(5-bromo-2-hydroxymethylphenyl)-3-(3-bromo-5-methoxyphenyl)urea BrC=1C=CC(=C(C1)NC(=O)NC1=CC(=CC(=C1)OC)Br)CO